C(C)(C)(C)OC([C@@H](CCC(=O)O)NC(=O)OC(C)(C)C)=O (R)-5-tert-butoxy-4-(tert-butoxycarbonylamino)-5-oxopentanoic acid